ClC=1C=C(C=CC1F)NC(=O)C=1N(C=C2C1CCC2NC(OCC2=NNN=C2C)=O)C (5-methyl-2H-1,2,3-triazol-4-yl)methyl (1-((3-chloro-4-fluorophenyl)carbamoyl)-2-methyl-2,4,5,6-tetrahydrocyclopenta[c]pyrrol-4-yl)carbamate